FC=1C=C(C=CC1F)N(C(/C=C/C(=O)OCC)=O)CCC=O ethyl (E)-4-((3,4-difluorophenyl) (3-oxopropyl) amino)-4-oxobut-2-enoate